[Cl-].C(CC)O[Si](CCC[N+](C)(C)CCCCCCCCCCCCC)(OCCC)OCCC 3-(tripropoxysilyl)propyl-n-tridecyldimethyl-ammonium chloride